FC=1C=CC(=NC1)CN1C(C=2C=C(C(=NC2C=C1)C)C(=O)O)=O 6-((5-fluoropyridin-2-yl)methyl)-2-methyl-5-oxo-5,6-dihydro-1,6-naphthyridine-3-carboxylic acid